5-[4-[4-(dimethoxymethyl)-1-piperidyl]phenyl]-6-phenyl-8,9-dihydro-7H-benzo[7]annulene-2-carboxylic acid COC(C1CCN(CC1)C1=CC=C(C=C1)C1=C(CCCC2=C1C=CC(=C2)C(=O)O)C2=CC=CC=C2)OC